(R)-3-(3-(difluoromethoxy)phenyl)-1-(3,5-difluoropyridin-2-yl)-N-(3-methyl-1,1-dioxidothietan-3-yl)-4,5,6,7-tetrahydro-1H-indazole-6-carboxamide FC(OC=1C=C(C=CC1)C1=NN(C=2C[C@@H](CCC12)C(=O)NC1(CS(C1)(=O)=O)C)C1=NC=C(C=C1F)F)F